2-(4-chloro-6-oxo-pyridazin-1-yl)-N-[3-(dimethylsulfamoyl)-4-methyl-phenyl]propanamide ClC=1C=NN(C(C1)=O)C(C(=O)NC1=CC(=C(C=C1)C)S(N(C)C)(=O)=O)C